5-(1'-isopropyl-6'-oxo-1',6'-dihydro-[3,3'-bipyridin]-5-yl)-1-(3-methoxypropyl)indol-2-one C(C)(C)N1C=C(C=CC1=O)C=1C=NC=C(C1)C=1C=C2CC(N(C2=CC1)CCCOC)=O